3-(1-tosyl-1H-pyrrol-2-yl)tetrahydrofuran-3-ol S(=O)(=O)(C1=CC=C(C)C=C1)N1C(=CC=C1)C1(COCC1)O